N-[(6-Amino-2-pyridyl)sulfonyl]-6-(1-benzyl-3,6-dihydro-2H-pyridin-4-yl)-2-(2,4,6-trimethylphenoxy)pyridin-3-carboxamid NC1=CC=CC(=N1)S(=O)(=O)NC(=O)C=1C(=NC(=CC1)C=1CCN(CC1)CC1=CC=CC=C1)OC1=C(C=C(C=C1C)C)C